N-hydroxylacrylamide 3-hydroxypropyl-acrylate OCCCOC(C=C)=O.ONC(C=C)=O